CC(C#C[C@@]1(NC(NC2=CC(=CC=C12)CN1C=NC=CC1=O)=O)C(F)(F)F)C (S)-4-(3-methylbut-1-yn-1-yl)-7-((6-oxopyrimidin-1(6H)-yl)methyl)-4-(trifluoromethyl)-3,4-dihydroquinazolin-2(1H)-one